C(C)(C)(C)OC(=O)N1CCC(CC1)SCC1=NC2=CC(=C(C=C2C(N1)=O)OC)NCC1CCC1 4-(((7-((cyclobutylmethyl)amino)-6-methoxy-4-oxo-3,4-dihydroquinazolin-2-yl)methyl)thio)piperidine-1-carboxylic acid tert-butyl ester